3-chloro-2-(2,2-dimethylpyrrolidin-1-yl)-6-methyl-5-(4,4,5,5-tetramethyl-1,3,2-dioxaborolan-2-yl)pyridine ClC=1C(=NC(=C(C1)B1OC(C(O1)(C)C)(C)C)C)N1C(CCC1)(C)C